ClC1=NC(=C2C(=N1)N(N=C2)[C@@H]2O[C@@H]([C@@H]1[C@H]2OC(O1)(C)C)CO)N1CC2(CCC3=CC=CC=C23)C1 ((3aR,4R,6R,6aR)-6-(6-chloro-4-(2',3'-dihydrospiro[azetidine-3,1'-inden]-1-yl)-1H-pyrazolo[3,4-d]pyrimidin-1-yl)-2,2-dimethyltetrahydrofuro[3,4-d][1,3]dioxol-4-yl)methanol